NC=1C=CC(=NC1)N1N=C(C(=C1)C1=CN=C(N1C)C(=O)NC1=CC(=C(C=C1)C(=O)N1CCC(CC1)C(=O)N1CC(NCC1)CO)Cl)C(F)(F)F 5-[1-(5-amino-2-pyridyl)-3-(trifluoromethyl)pyrazol-4-yl]-N-[3-chloro-4-[4-[3-(hydroxymethyl)piperazine-1-carbonyl]piperidine-1-carbonyl]phenyl]-1-methyl-imidazole-2-carboxamide